OCCCN(C([S-])=S)CCCO.[K+] potassium bis(3-hydroxypropyl)dithiocarbamate